1-Methyl-3-(3-((2-((3-methyl-1-(1-methylpiperidin-4-yl)-1H-pyrazol-4-yl)amino)-5-(trifluoromethyl)pyrimidin-4-yl)amino)propyl)tetrahydropyrimidin-2(1H)-on CN1C(N(CCC1)CCCNC1=NC(=NC=C1C(F)(F)F)NC=1C(=NN(C1)C1CCN(CC1)C)C)=O